3,5-difluoro-4-(5-methyl-3-(trifluoromethyl)-1H-pyrazol-1-yl)benzoic acid FC=1C=C(C(=O)O)C=C(C1N1N=C(C=C1C)C(F)(F)F)F